4,4,20,20,20-pentafluoroicos-18-yn-1-yl hydrogen ((((R)-1-(6-amino-9H-purin-9-yl)propan-2-yl)oxy)methyl)phosphonate NC1=C2N=CN(C2=NC=N1)C[C@@H](C)OCP(OCCCC(CCCCCCCCCCCCCC#CC(F)(F)F)(F)F)(O)=O